2-(4-cyclopropyl-6-methoxypyrimidin-5-yl)-4-((4-(1-isopropyl-4-(trifluoro-methyl)-1H-imidazol-2-yl)-3-methylbenzyl)amino)-7,8-dihydropyrido[4,3-d]pyrimidine-6(5H)-carbonitrile C1(CC1)C1=NC=NC(=C1C=1N=C(C2=C(N1)CCN(C2)C#N)NCC2=CC(=C(C=C2)C=2N(C=C(N2)C(F)(F)F)C(C)C)C)OC